CCCCCCCC/C=C\CCCCCCCCCCCC(=O)O[C@H](COC(=O)CCCCCCC/C=C\CCCCCCCC)COP(=O)([O-])OCC[N+](C)(C)C 1-(9Z-octadecenoyl)-2-(13Z-docosenoyl)-sn-glycero-3-phosphocholine